8-((benzyloxy)methyl)-3,9-diethyl-6-hydroxy-3,9-dihydro-2H-purin-2-one C(C1=CC=CC=C1)OCC=1N(C=2N(C(N=C(C2N1)O)=O)CC)CC